FC=1C=C2C(NN=C(C2=CC1F)C1=CC2=C(NC(=N2)NC(OCC(F)F)=O)C=C1)=O 2,2-Difluoroethyl (5-(6,7-difluoro-4-oxo-3,4-dihydrophthalazin-1-yl)-1H-benzimidazol-2-yl)carbamate